COC1=C(C=C(C=C1)C1=C(N=C2N1C=C(N=C2)C2=CC(=CC=C2)C(F)(F)F)C(C)C)O 2-methoxy-5-[2-(propan-2-yl)-6-[3-(trifluoromethyl)phenyl]imidazo[1,2-a]pyrazin-3-yl]phenol